2-[2-fluoro-4-(4,4,5,5-tetramethyl-1,3,2-dioxaborolan-2-yl)phenoxy]-4-methyl-pyrimidine FC1=C(OC2=NC=CC(=N2)C)C=CC(=C1)B1OC(C(O1)(C)C)(C)C